4-Amino-2-chloro-5-(2-chloro-5-fluorophenyl)-6-(2,4-dimethoxybenzyl)-5,6-dihydro-7H-pyrrolo[3,4-b]pyridin-7-one NC1=C2C(=NC(=C1)Cl)C(N(C2C2=C(C=CC(=C2)F)Cl)CC2=C(C=C(C=C2)OC)OC)=O